1-(4-(4,4,5,5-tetramethyl-1,3,2-dioxaborolan-2-yl)phenyl)piperidin-4-one CC1(OB(OC1(C)C)C1=CC=C(C=C1)N1CCC(CC1)=O)C